C(#N)C=1C=C(C=CC1)C1=CC(=C(C(=C1)C(C)C)CC(=O)NS(=O)(=O)C1=CC=C(C=C1)CN(C)C)C(C)C 2-[4-(3-cyanophenyl)-2,6-bis(propan-2-yl)phenyl]-N-{4-[(dimethylamino)methyl]benzene-sulfonyl}acetamide